N[C@H]1CN(C[C@@H](C1)F)C(=O)C1=CC2=C(N(C(=N2)C=2N3CCN(C4=CC=CC(C2)=C34)C(CO)=O)C)C(=C1)OC 1-[2-[5-[(3r,5r)-3-amino-5-fluoro-piperidine-1-carbonyl]-7-methoxy-1-methyl-benzoimidazol-2-yl]-1,9-diazatricyclo[6.3.1.04,12]dodeca-2,4(12),5,7-tetraen-9-yl]-2-hydroxy-ethanone